C(CCCCCCCCCCC)OC(C)(C)C tert-butyl n-dodecyl ether